N-(3-(trifluoromethyl)benzyl)oxazole-2-carboxamide FC(C=1C=C(CNC(=O)C=2OC=CN2)C=CC1)(F)F